COCOCCCC(CC(C)[Mg]Br)C 6-methoxymethoxy-1,3-dimethylhexylmagnesium bromide